(4-(methylsulfonyl)phenyl)methylamine CS(=O)(=O)C1=CC=C(C=C1)CN